C[C@H]1CN(C[C@@H](N1)C)C=1C=C2C(=NN(C2=CC1)C(C)C=1C=C(C=2N(C1)C=C(N2)C)F)C 5-[(3S,5S)-3,5-dimethylpiperazin-1-yl]-1-(1-{8-fluoro-2-methylimidazo-[1,2-a]pyridin-6-yl}ethyl)-3-methylindazole